2-phenoxy-1-phenyl-1,3-propanediol O(C1=CC=CC=C1)C(C(O)C1=CC=CC=C1)CO